3-methylbutanamide formate C(=O)O.CC(CC(=O)N)C